hexa(n-propyl)phosphoric triamide C(CC)N(P(N(CCC)CCC)(N(CCC)CCC)=O)CCC